R-4-fluoro-6-(iodomethyl)-1-methyl-6,7-dihydro-5H-cyclopenta[c]pyridine FC=1C2=C(C(=NC1)C)C[C@H](C2)CI